NC([C@H](C[C@H]1C(NCCC1)=O)NC([C@H](CC(C)(C)C)NC(=O)C=1NC2=CC(=CC(=C2C1)OC)Cl)=O)=O N-((S)-1-(((S)-1-amino-1-oxo-3-((S)-2-oxopiperidin-3-yl)propan-2-yl)amino)-4,4-dimethyl-1-oxopentan-2-yl)-6-chloro-4-methoxy-1H-indole-2-carboxamide